2,4-difluoro-N-(2-methoxy-5-(4-(piperazin-1-yl)quinazolin-7-yl)pyridine-3-yl)benzenesulfonamide FC1=C(C=CC(=C1)F)S(=O)(=O)NC=1C(=NC=C(C1)C1=CC=C2C(=NC=NC2=C1)N1CCNCC1)OC